NC=1C=C(C(=C(C(=O)OCC)C1)C=1C=NC(=CC1)C(F)F)F Ethyl 5-amino-2-[6-(difluoromethyl) pyridin-3-yl]-3-fluorobenzoate